FC1=C(N=CC2=C1N=C(N=C2N2C[C@@H](NCC2)CC#N)OC[C@H]2N(CCC2)C)C=2C=CC=C1CCCSC21 2-((S)-4-(8-fluoro-2-(((S)-1-methylpyrrolidin-2-yl)methoxy)-7-(thiochroman-8-yl)pyrido[4,3-d]pyrimidin-4-yl)piperazin-2-yl)acetonitrile